6-(tert-butyl) 5-methyl 8-(3-(4,4,5,5-tetramethyl-1,3,2-dioxaborolan-2-yl)propyl)-2,6-diazabicyclo[3.2.1]octane-5,6-dicarboxylate CC1(OB(OC1(C)C)CCCC1C2NCCC1(N(C2)C(=O)OC(C)(C)C)C(=O)OC)C